C(C)(=O)NC=1C=CC2=C(N=C(C3=CC=NC=C23)NCCNCCCCN(C(OC(C)(C)C)=O)CC2=CC(=C(C=C2)C2=CC=CC=C2)Cl)C1 tert-butyl (4-((2-((8-acetamidobenzo[c][2,6]naphthyridin-5-yl)amino)ethyl)amino)butyl)((2-chloro-[1,1'-biphenyl]-4-yl)methyl)carbamate